(3S)-1-[3-[[3-(Trifluoromethylsulfonyl)phenyl]methoxy]azetidine-1-carbonyl]pyrrolidine-3-carboxamide FC(S(=O)(=O)C=1C=C(C=CC1)COC1CN(C1)C(=O)N1C[C@H](CC1)C(=O)N)(F)F